CC1(CC(C(NC1(C)C)=O)C(C#C)C1=CC=CC=C1)C 5,5,6,6-tetramethyl-3-(phenylpropargyl)piperidin-2-one